3-[4-fluoro-2-[4-(trifluoromethyl)anilino]-3-pyridyl]-4H-1,2,4-oxadiazol-5-one FC1=C(C(=NC=C1)NC1=CC=C(C=C1)C(F)(F)F)C1=NOC(N1)=O